COC=1C(=C2C=CNC2=C(C1)C)CN1C(CCCC1)C1=CC=C(NC1=O)C(=O)O 5-(1-((5-methoxy-7-methyl-1H-indol-4-yl)methyl)piperidin-2-yl)-6-oxo-1,6-dihydropyridine-2-carboxylic acid